FC=1C=C(C=CC1F)C1=C([N+](=CC2=CC3=C(C=C12)C=NN3C3OCCCC3)[O-])C3(CCC3)OC 5-(3,4-difluorophenyl)-6-(1-methoxycyclobutyl)-7-oxido-1-tetrahydropyran-2-yl-pyrazolo[4,3-g]isoquinolin-7-ium